C(C)(C)(C)OC(=O)NC=1C=C(N(C1)C)C(=O)NCCC(=O)NC=1N=C(N(C1)C)C(=O)NC=1C=C(N(C1)C)C(=O)NCCC(=O)OC methyl 3-[(4-{4-[3-({4-[(tert-butoxycarbonyl)amino]-1-methylpyrrol-2-yl} formamido)propanamido]-1-methylimidazole-2-amido}-1-methylpyrrol-2-yl)formamido]propanoate